CCCCC/C=C\\C/C=C\\C/C=C\\C/C=C\\CCCC(=O)OC[C@H](COP(=O)([O-])[O-])O The molecule is a 1-acyl-sn-glycerol 3-phosphate(2-) obtained by deprotonation of the phosphate OH groups of 1-arachidonoyl-sn-glycero-3-phosphate. It is a conjugate acid of a 1-arachidonoyl-sn-glycerol 3-phosphate.